C(C)(C)(C)OC(=O)N[C@H](C(=O)N1[C@@H](CCC1)C(=O)OC)C(C)(C)C methyl (2S)-1-[(2S)-2-(tert-butoxycarbonylamino)-3,3-dimethyl-butanoyl]pyrrolidine-2-carboxylate